6-hydroxy-5-oxo-4-[(tetrahydro-2H-pyran-3-yl)methyl]-4,5-dihydrothieno[3,2-b]pyridine-7-carboxylic acid OC1=C(C2=C(N(C1=O)CC1COCCC1)C=CS2)C(=O)O